(1r,3r)-3-(4-fluoro-2-nitro-5-(trifluoromethyl)phenoxy)-N-((6-fluoroisoquinolin-5-yl)methyl)cyclobutan-1-amine FC1=CC(=C(OC2CC(C2)NCC2=C3C=CN=CC3=CC=C2F)C=C1C(F)(F)F)[N+](=O)[O-]